ClC1=NN2C(N=CC3=C2[C@@](CN3C(=O)NC3=CC(=NC(=C3)F)C(F)F)(C(F)(F)F)C)=C1 (R)-2-chloro-N-(2-(difluoromethyl)-6-fluoropyridin-4-yl)-8-methyl-8-(trifluoromethyl)-7,8-dihydro-6H-pyrazolo[1,5-a]pyrrolo[2,3-e]pyrimidine-6-carboxamide